C(C)OC1=C(C=CC(=C1)C1=NN=CN1C)NC=1N=CC2=C(N1)C(=NC(=C2)C)N2CC(CC2)OC N-(2-ethoxy-4-(4-methyl-4H-1,2,4-triazol-3-yl)phenyl)-8-(3-methoxypyrrolidin-1-yl)-6-methylpyrido[3,4-d]pyrimidin-2-amine